2-((1R,5S,6R)-3-(5-cyano-6-((S)-2-methylazetidine-1-yl)-4-(trifluoromethyl)pyridin-2-yl)-3-azabicyclo[3.1.0]hexan-6-yl-2,2,4,4-d4)acetic acid C(#N)C=1C(=CC(=NC1N1[C@H](CC1)C)N1C([C@@H]2C([C@@H]2C1([2H])[2H])CC(=O)O)([2H])[2H])C(F)(F)F